C(CCCCCCCCCCCCCCCCC)C=1C(=C(C(=O)N)C=CC1C(=O)O)CCCCCCCCCCCCCCCCCC dioctadecyl-terephthalic acid amide